ClC1=C(C=CC(=C1)Cl)C1(CC1)/C(/N)=N/OC(=O)C1=NN(C(=C1)C(F)F)CCS(=O)(=O)C (Z)-1-(2,4-dichlorophenyl)-N'-((5-(difluoromethyl)-1-(2-(methylsulfonyl)ethyl)-1H-pyrazole-3-carbonyl)oxy)cyclopropane-1-carboximidamide